2-(2'-hydroxy-3',5'-Di-t-amylphenyl)benzotriazole OC1=C(C=C(C=C1C(C)(C)CC)C(C)(C)CC)N1N=C2C(=N1)C=CC=C2